N1CCC(CC1)N1C(C2=CC=CC=C2C1=O)=O 2-(piperidin-4-yl)isoindole-1,3-dione